COC(C1=C(C=C(C(=C1)OC)N)C(F)(F)F)=O 4-amino-5-methoxy-2-(trifluoromethyl)benzoic acid methyl ester